CC1=CN=CN1C1=NSC(=N1)C(=O)O 3-(5-methyl-1H-imidazol-1-yl)-1,2,4-thiadiazole-5-carboxylic acid